FC=1C=CC(=NC1)C1=NC(=NO1)C1=NC(=CC(=C1)O[C@H]1COCC1)C (R)-5-(5-fluoropyridin-2-yl)-3-(6-methyl-4-((tetrahydrofuran-3-yl)oxy)pyridin-2-yl)-1,2,4-oxadiazole